BrC1=CC(=C(C=C1)NC(=O)C1(CCC(CC1)(C(=O)O)C([2H])([2H])[2H])C1=C(C=CC=C1)C(C)C)OC(F)F (1s,4s)-4-((4-bromo-2-(difluoromethoxy)phenyl)carbamoyl)-4-(2-isopropylphenyl)-1-(methyl-d3)cyclohexane-1-carboxylic acid